PEROXYCARBONAT C([O-])(=O)O[O-]